(R)-N-(2-hydroxypropyl)-N-methyl-4-(4,4,5,5-tetramethyl-1,3,2-dioxaborolan-2-yl)benzamide O[C@@H](CN(C(C1=CC=C(C=C1)B1OC(C(O1)(C)C)(C)C)=O)C)C